6-bromo-3-(4-trifluoromethyl-phenyl)-2H-pyrrolo[1,2-a]pyrazin-1-one BrC1=CC=C2N1C=C(NC2=O)C2=CC=C(C=C2)C(F)(F)F